C(C1=CC=CC=C1)N1CC(C1)CN1CC(C2=NC(=CC=C21)C)(C)C N-((1-benzylazetidin-3-yl)methyl)-3,3,5-trimethyl-2,3-dihydro-1H-pyrrolo[3,2-b]pyridine